[Si](C)(C)(C(C)(C)C)O[C@H]1C[C@@H](O[C@]1(CO)CO[Si](C)(C)C(C)(C)C)N1C(NC(C(=C1)F)=O)=O 1-[(2R,4S,5R)-4-[(tert-butyldimethylsilyl)oxy]-5-{[(tert-butyldimethylsilyl)oxy]methyl}-5-(hydroxymethyl)oxolan-2-yl]-5-fluoro-3H-pyrimidine-2,4-dione